C1(CC1)C=1NC(=NN1)C1CC2(CN(C2)C(=O)N2CC(C2)C2=CC=C(C=C2)NCC2(CC2)C(F)(F)F)C1 [6-(5-cyclopropyl-4H-1,2,4-triazol-3-yl)-2-azaspiro[3.3]heptan-2-yl]-[3-[4-[[1-(trifluoromethyl)cyclopropyl]methylamino]phenyl]azetidin-1-yl]methanone